(R)-N-(amino(2-(2-hydroxypropan-2-yl)thiazol-5-yl)(oxo)-λ6-sulfanylidene)-2-(5-fluoro-2,4-diisopropyl-6-(3-(trifluoromethyl)phenyl)pyridin-3-yl)acetamide N[S@](=NC(CC=1C(=NC(=C(C1C(C)C)F)C1=CC(=CC=C1)C(F)(F)F)C(C)C)=O)(=O)C1=CN=C(S1)C(C)(C)O